(E)-1-(2,3-difluoro-5-(2-(4,4,5,5-tetramethyl-1,3,2-dioxaborolan-2-yl)vinyl)phenyl)-4-methoxy-1H-pyrazole FC1=C(C=C(C=C1F)\C=C\B1OC(C(O1)(C)C)(C)C)N1N=CC(=C1)OC